CC1=CC(=CC=C1)S(=O)(=O)CC(=O)C1=CC=C(C=C1)C1=NOC(=N1)C(F)(F)F 2-(m-toluenesulfonyl)-1-(4-(5-(trifluoromethyl)-1,2,4-oxadiazol-3-yl)phenyl)ethan-1-one